COS(=O)(=O)[O-].CN1C=[N+](C=C1)C 1,3-dimethyl-1H-imidazol-3-ium methylsulfate